BrC=1N=C(N2C1C(=CC(=C2)S(=O)(=O)NC2(CC2)CF)Cl)C=2SC(=NN2)C(F)F 1-bromo-8-chloro-3-(5-(difluoromethyl)-1,3,4-thiadiazol-2-yl)-N-(1-(fluoromethyl)cyclopropyl)imidazo[1,5-a]pyridine-6-sulfonamide